N1=NN(C2=NC=CC=C21)OC2=NC=C(C(=N2)C2=CC(=C1CN(C(C1=C2)=O)CC(=O)N[C@H](CO)C2=CC(=CC=C2)OC)F)Cl (S)-2-(6-(2-((3H-[1,2,3]triazolo[4,5-b]pyridin-3-yl)oxy)-5-chloropyrimidin-4-yl)-4-fluoro-1-oxoisoindolin-2-yl)-N-(2-hydroxy-1-(3-methoxyphenyl)ethyl)acetamide